(4S)-3'-[2,6-Difluoro-4-(2-phenylethynyl)phenyl]-2-ethyl-1'-methyl-spiro[6,7-dihydro-5H-indazole-4,6'-hexahydropyrimidine]-2',4'-dione FC1=C(C(=CC(=C1)C#CC1=CC=CC=C1)F)N1C(N([C@@]2(CC1=O)C1=CN(N=C1CCC2)CC)C)=O